FC(C(=O)C1=C(C=CC2=CC=CC=C12)OC)(F)F 2,2,2-trifluoro-1-(2-methoxynaphthalen-1-yl)ethan-1-one